(S)-6,7,7a,8,10,11-Hexahydro-[1,4]oxazino[3,4-d]pyrido[2,3-f][1,2,5]thiadiazepine 5,5-dioxide N1=CC=CC2=C1N1[C@@H](CNS2(=O)=O)COCC1